ethyl (R)-3-((S)-cyclohex-3-en-1-yl)-2-((4-(trifluoromethoxy)phenyl)sulfonamido)propanoate [C@H]1(CC=CCC1)C[C@H](C(=O)OCC)NS(=O)(=O)C1=CC=C(C=C1)OC(F)(F)F